3-benzyl 2-tert-butyl (1s,3s,4r,6s)-6-hydroxy-2-azabicyclo[2.2.2]octane-2,3-dicarboxylate O[C@H]1C[C@@H]2[C@H](N([C@H]1CC2)C(=O)OC(C)(C)C)C(=O)OCC2=CC=CC=C2